4-[3-(3-tert-butylpiperazin-1-yl)-1,2,4-triazin-6-yl]-7-(1,2,3-triazol-2-yl)-1H-indazole C(C)(C)(C)C1CN(CCN1)C=1N=NC(=CN1)C1=C2C=NNC2=C(C=C1)N1N=CC=N1